C1(CC1)C1=NC(=CC(=C1)C=O)OCC1CCOCC1 (2-cyclopropyl-6-((tetrahydro-2H-pyran-4-yl)methoxy)pyridin-4-yl)methanone